ClC1=C(C(=CC2=C1NC1=C(CC2)C=CC=C1)C1=CC(=C(C=C1)Cl)Cl)NCCN N1-(4-chloro-2-(3,4-dichlorophenyl)-10,11-dihydro-5H-dibenzo[b,f]azepin-3-yl)ethane-1,2-diamine